5,5',5'',5'''-silanetetrayltetraisophthalate [Si](C=1C=C(C=C(C(=O)[O-])C1)C(=O)[O-])(C=1C=C(C=C(C(=O)[O-])C1)C(=O)[O-])(C=1C=C(C=C(C(=O)[O-])C1)C(=O)[O-])C=1C=C(C=C(C(=O)[O-])C1)C(=O)[O-]